FC1(S(=O)(=O)C(C(C1(C(F)(F)F)F)F)(F)F)F 2,2,3,4,5,5-hexafluoro-3-(trifluoromethyl)sulfolane